N-{(6R,7aR)-2-[6-chloro-5-fluoro-4-(2,4,6-trifluorophenyl)-1,2-benzoxazol-3-yl]-7,7-difluoro-3-oxohexahydro-1H-pyrrolo[1,2-c]imidazol-6-yl}ethanesulfonamide ClC1=CC2=C(C(=NO2)N2C(N3[C@H](C2)C([C@@H](C3)NS(=O)(=O)CC)(F)F)=O)C(=C1F)C1=C(C=C(C=C1F)F)F